Cl.N[C@@H](C(=O)O)C[Si](C)(C)C (S)-2-amino-3-(trimethylsilyl)propionic acid hydrochloride